Cl.O=C(CN(C)C(N)=N)Cl creatine chloride hydrochloride